ClC=1C(=NC(=C(C1)F)C1=C(C(=C(C=C1F)F)F)F)S(=O)(=O)NC(CC)=O N-((3-chloro-5-fluoro-6-(2,3,4,6-tetrafluorophenyl)pyridin-2-yl)sulfonyl)propanamide